(S)-1-(2-chloro-5-fluorophenyl)-7-(3-fluoro-5-(trifluoromethyl)benzamido)-3-oxoisoindoline-5-carboxylic acid ClC1=C(C=C(C=C1)F)[C@H]1NC(C2=CC(=CC(=C12)NC(C1=CC(=CC(=C1)C(F)(F)F)F)=O)C(=O)O)=O